C(C)(=O)N1CCC(CC1)C1=NN(C2=CC=CC=C12)CC(=O)NCC(=O)NCC(=O)O 2-(2-{2-[3-(1-acetylpiperidin-4-yl)-1H-indazol-1-yl]acetamido}acetamido)acetic acid